(13S)-13-methyl-8,14-dioxa-10,19,20-triazatetracyclo[13.5.2.12,6.018,21]tricosa-1(20),2(23),3,5,15(22),16,18(21)-heptaen-9-one C[C@H]1CCNC(OCC2=CC=CC(C3=NNC=4C=CC(O1)=CC34)=C2)=O